tert-butyl (S)-4-(3-((1-(4-((1-(tert-butoxycarbonyl)pyrrolidin-3-yl)oxy)-3-(4-(tert-butyl)cyclohexyl)benzoyl)piperidin-4-yl)oxy)-4-(dimethylcarbamoyl)phenyl)piperazine-1-carboxylate C(C)(C)(C)OC(=O)N1C[C@H](CC1)OC1=C(C=C(C(=O)N2CCC(CC2)OC=2C=C(C=CC2C(N(C)C)=O)N2CCN(CC2)C(=O)OC(C)(C)C)C=C1)C1CCC(CC1)C(C)(C)C